CC=1C(=NC=CC1)O[C@@H]1CC[C@H](CC1)C(=O)N (trans)-4-(3-methylpyridin-2-yloxy)cyclohexanecarboxamide